N-(5-benzimidazolonyl)-3-hydroxy-2-naphthoyl-formamide N=1C(=NC=2C1C=CC(C2)=O)N(C=O)C(=O)C2=CC1=CC=CC=C1C=C2O